O[C@@H]1CN(C[C@H]1O)C(=O)C1CCN(CC1)C=O |r| [4-[rac-(3R,4R)-3,4-dihydroxypyrrolidine-1-carbonyl]piperidin-1-yl]methanone